B([O-])([O-])[O-].C(=C)C(C(=O)O)C(=O)O.C(=C)C(C(=O)O)C(=O)O.[Li+].[Li+].[Li+] lithium bis(vinylmalonic acid) borate